C1(CCCCC1)C(=O)C1CCCCCCC1 CYCLOHEXYL(CYCLOOCTYL)METHANONE